[NH4+].F[C+3] fluorocarbon ammonium salt